C(#N)C1=C(C=CC=C1)[C@H]([C@H](C)C=1N(C(C(=C(N1)C(=O)NC=1C=NOC1)O)=O)C)C=1C=NN(C1)CCOC 2-((1s,2s)-1-(2-cyanophenyl)-1-(1-(2-methoxyethyl)-1H-pyrazol-4-yl)propan-2-yl)-5-hydroxy-N-(isoxazol-4-yl)-1-methyl-6-oxo-1,6-dihydropyrimidine-4-carboxamide